N-(2-methoxyethyl)-N-(3-pyridylmethyl)-2-[2-(4-methoxyphenyl)-7-methyl-imidazo[1,2-a]pyridin-3-yl]-acetamide COCCN(C(CC1=C(N=C2N1C=CC(=C2)C)C2=CC=C(C=C2)OC)=O)CC=2C=NC=CC2